O=C1N(C(C=C1)=O)CC(=O)N[C@H](C(N[C@H](C(N[C@H](C(=O)O)C)=O)C)=O)[C@@H](C(N[C@H](C(N[C@H](C(=O)O)C)=O)C)=O)NC(CN1C(C=CC1=O)=O)=O (2S,5S,8S,9S,12S,15S)-8,9-bis(2-(2,5-dioxo-2,5-dihydro-1H-pyrrol-1-yl)acetamido)-2,5,12,15-tetramethyl-4,7,10,13-tetraoxo-3,6,11,14-tetraazahexadecane-1,16-dioic acid